CN1N=C(C=C1C(=O)O)C 1,3-dimethyl-1H-pyrazole-5-carboxylic acid